C(C)OC(C(=C)C1=C(C(=CC=C1F)Br)OC)=O 2-(3-Bromo-6-fluoro-2-methoxyphenyl)acrylic acid ethyl ester